6-Chloro-3-(2,4-difluoro-3-methoxyphenyl)-1-benzothiophene-2-carboxylic acid ClC1=CC2=C(C(=C(S2)C(=O)O)C2=C(C(=C(C=C2)F)OC)F)C=C1